methyl 1-[5-bromo-3-(methoxymethoxy)pyridin-2-yl]-5-methylpyrrole-3-carboxylate BrC=1C=C(C(=NC1)N1C=C(C=C1C)C(=O)OC)OCOC